NC1(CCN(CC1)C=1N(C(C2=C(N1)NN=C2C#CC2=CC(=CC(=C2)C(F)(F)F)C(F)(F)F)=O)C)C 6-(4-amino-4-methylpiperidin-1-yl)-3-((3,5-bis(trifluoromethyl)phenyl)ethynyl)-5-methyl-1,5-dihydro-4H-pyrazolo[3,4-d]pyrimidin-4-one